NC1(CN(CCC1)C=1C=NC(=CC1CN1C2=NC=NC(=C2N=C1)N)C1=CC(=C(C=C1)F)F)C(C(C(C)C)C)=O 1-(3-amino-1-(4-((6-amino-9H-purin-9-yl)methyl)-6-(3,4-difluorophenyl)pyridin-3-yl)piperidin-3-yl)-2,3-dimethylbutan-1-one